(R)-6-(4-((2-oxa-6-azaspiro[3.3]heptan-6-yl)methyl)benzyl)-2-amino-4-(pentan-2-ylamino)pyrido[4,3-d]pyrimidin-5(6H)-one C1OCC12CN(C2)CC2=CC=C(CN1C(C3=C(N=C(N=C3N[C@H](C)CCC)N)C=C1)=O)C=C2